N1(CCCCCC1)C(=O)C1=CC2=C(C=N1)C(=NN2CCS(=O)(=O)C)C2=CN=C1N2C=C(C=C1)F Azepan-1-yl-[3-(6-fluoro-imidazo[1,2-a]pyridin-3-yl)-1-(2-methanesulfonyl-ethyl)-1H-pyrazolo[4,3-c]pyridin-6-yl]-methanone